dimethyl (2-oxo-4-phenylbutyl) phosphate P(=O)(OC)(OC)OCC(CCC1=CC=CC=C1)=O